C1(CC1)OC1=CC2=C(CN(CCC2)C2=CC(=C(C(=C2)C)NC(CC(C)(C)C)=O)C)C=C1 N-(4-(7-cyclopropoxy-1,3,4,5-tetrahydro-2H-benzo[c]azepine-2-yl)-2,6-dimethylphenyl)-3,3-Dimethylbutanamide